2-Isopropyl-N-methyl-2'-oxo-2',3'-dihydro-1'h-[1,5'-bi-benzo[d]imidazole]-4-carboxamide C(C)(C)C1=NC2=C(N1C1=CC3=C(NC(N3)=O)C=C1)C=CC=C2C(=O)NC